N-(3-(1-benzyl-1H-indol-6-yl)-1H-pyrazol-5-yl)-4-((4-ethylpiperazin-1-yl)methyl)benzamide C(C1=CC=CC=C1)N1C=CC2=CC=C(C=C12)C1=NNC(=C1)NC(C1=CC=C(C=C1)CN1CCN(CC1)CC)=O